[Sn].[In].[Ni]=O nickel oxide indium tin